2-(2-((5-(1-aminoisoquinolin-5-yl)-1-cyclopentyl-1H-indazol-3-yl)methoxy)-6-methylphenyl)acetic acid NC1=NC=CC2=C(C=CC=C12)C=1C=C2C(=NN(C2=CC1)C1CCCC1)COC1=C(C(=CC=C1)C)CC(=O)O